C1(CC1)C=1C(=NON1)C(=O)N[C@H](C=1N=C2N(N=CC(=C2)CN2C(NCC(C2)C(F)(F)F)=O)C1)C1CCC(CC1)(F)F 4-cyclopropyl-N-((1S)-(4,4-difluorocyclohexyl)(7-((2-oxo-5-(trifluoromethyl)tetrahydropyrimidin-1(2H)-yl)methyl)imidazo[1,2-b]pyridazin-2-yl)methyl)-1,2,5-oxadiazole-3-carboxamide